BrC=1C=C(C=CC1)C1=CC(=C(N1)Cl)C(=O)OCC ethyl 5-(3-bromophenyl)-2-chloro-1H-pyrrole-3-carboxylate